C(C)(C)C(CCOC)(OC)C1=CC=CC=C1 isopropylphenyl-1,3-dimethoxypropane